C(C)(C)(C)C1=C(NC2=CC=C(C=C12)C1CCNCC1)C1=CC(=NC=C1)C 3-(tert-butyl)-2-(2-methylpyridin-4-yl)-5-(piperidin-4-yl)-1H-indole